ClC=1C=2N(C(=CN1)C=O)C(=NC2)C(C)C 8-chloro-3-isopropylimidazo[1,5-a]pyrazine-5-carbaldehyde